CC1OC2(CN1)CCN(CC2)C(=O)OC(C)(C)C tert-butyl 2-methyl-1-oxa-3,8-diazaspiro[4.5]decane-8-carboxylate